tert-butyl 6-((4-bromo-2H-1,2,3-triazol-2-yl)methyl)-1,4-oxazepane-4-carboxylate BrC1=NN(N=C1)CC1CN(CCOC1)C(=O)OC(C)(C)C